ethyl 8-bromo-2,2-dimethyl-4-oxochroman-6-carboxylate BrC=1C=C(C=C2C(CC(OC12)(C)C)=O)C(=O)OCC